OCC(=O)NCC1=CC(=CC=C1)C=1C2=C(N=C(N1)N1[C@H](CC1)C)CCC2 2-hydroxy-N-[[3-[2-[(2S)-2-methylazetidin-1-yl]-6,7-dihydro-5H-cyclopenta[d]pyrimidin-4-yl]phenyl]methyl]acetamide